C[C@@H]1CNCC[C@@H]1OC1=CC=C(C=C1)C(F)(F)F |r| (+/-)-cis-3-methyl-4-(4-(trifluoromethyl)phenoxy)piperidine